ClC=1C(=NC2=CC(=C(N=C2C1NC1(CC1)C1=NC=CC=C1)C=1C=NC(=CC1)P(=O)(C)C)F)C 3-chloro-6-[6-(dimethylphosphoryl)pyridin-3-yl]-7-fluoro-2-methyl-N-[1-(pyridin-2-yl)cyclopropyl]-1,5-naphthyridin-4-amine